Aminoheptylpropandiol NCCCCCCCC(CC)(O)O